ClC1C(C(=C(C=C1)OC)C1=CC=CC=C1)(OC)P(C1CCCCC1)C1CCCCC1 chloro(2-dicyclohexylphosphino-2,6-dimethoxy-1,1-biphenyl)